((2-((7-azabicyclo[2.2.1]heptan-7-yl)methyl)-6-fluorobenzyl)amino)-2,6-difluoro-N-(isothiazol-3-yl)benzenesulfonamide C12CCC(CC1)N2CC2=C(CNC=1C(=C(C(=CC1)F)S(=O)(=O)NC1=NSC=C1)F)C(=CC=C2)F